C(#N)C=1C=C(C=NC1)S(=O)(=O)NC(C(F)(F)F)C1=CC(=CC=C1)OC 5-cyano-N-(2,2,2-trifluoro-1-(3-methoxyphenyl)ethyl)pyridine-3-sulfonamide